2,6-dimethyloctane-3,5-dione CC(C)C(CC(C(CC)C)=O)=O